3-(4-(2,5-Diazabicyclo[2.2.2]octan-2-yl)-8-fluoro-2-(((2S,7aR)-2-fluorotetrahydro-1H-pyrrolizin-7a(5H)-yl-2,5,5-d3)methoxy)pyrido[4,3-d]pyrimidin-7-yl)-5-chloro-4-cyclobutylphenol C12N(CC(NC1)CC2)C=2C1=C(N=C(N2)OC[C@@]23CCC(N3C[C@@](C2)([2H])F)([2H])[2H])C(=C(N=C1)C=1C=C(C=C(C1C1CCC1)Cl)O)F